(S)-N-(4-amino-4-oxo-1-phenylbutyl)-7-nitro-5-(4-(trifluoromethyl)phenyl)-3,4-dihydroisoquinoline-2(1H)-carboxamide NC(CC[C@@H](C1=CC=CC=C1)NC(=O)N1CC2=CC(=CC(=C2CC1)C1=CC=C(C=C1)C(F)(F)F)[N+](=O)[O-])=O